C[N+](C)([11CH3])CCO.[Cl-] The molecule is a quaternary ammonium salt that is the chloride salt of (11)C-choline. An intravenous radioactive diagnostic agent used as a tracer during positron emission tomography scans to help detect sites of recurrent prostate cancer. It has a role as a radioactive tracer, a radioactive imaging agent and a diagnostic agent. It is a chloride salt, a quaternary ammonium salt and an (11)C-modified compound. It contains an (11)C-choline.